FC1=C(C=CC=C1F)SSC methyl (2,3-difluorophenyl) disulfide